3-(2-chloropyridin-4-yl)-1-methyl-1H-indole ClC1=NC=CC(=C1)C1=CN(C2=CC=CC=C12)C